C(C1=CC=CC=C1)OCCN(C(OC(C)(C)C)=O)[C@@H]1C[C@H](C1)OC1=C2C=NN(C2=CC(=C1)C1=CC=C(C=C1)O)C1OCCCC1 trans-tert-butyl N-(2-(benzyloxy)ethyl)-N-[3-[(6-(4-hydroxyphenyl)-1-(tetrahydro-2H-pyran-2-yl)-1H-indazol-4-yl)oxy]cyclobutyl]carbamate